BrC1=CC(=C(C(=O)OC)C=C1)\C=C\OCC methyl (E)-4-bromo-2-(2-ethoxyvinyl)benzoate